C(C)(=O)OCC(C)OC(C)=O 3-propylene diacetate